(R)-6-(3-(3-(difluoromethyl)phenyl)isoxazolidin-2-yl)-N-(2-methoxy-4-(4-(4-methylpiperazine-1-yl)piperidin-1-yl)phenyl)pyrimidin-4-amine FC(C=1C=C(C=CC1)[C@@H]1N(OCC1)C1=CC(=NC=N1)NC1=C(C=C(C=C1)N1CCC(CC1)N1CCN(CC1)C)OC)F